C(C(C)C)OC(\C(=C(/C(=O)OCC(C)C)\C)\C)=O 2,3-dimethylmaleic acid diisobutyl ester